5-(4-(Benzyloxy)benzylidene)-2-thioxodihydropyrimidine-4,6(1H,5H)-dione C(C1=CC=CC=C1)OC1=CC=C(C=C2C(NC(NC2=O)=S)=O)C=C1